2-fluorophenylsulfonyl chloride FC1=C(C=CC=C1)S(=O)(=O)Cl